(S)-1-methylpiperidine-2-Methanol CN1[C@@H](CCCC1)CO